C1(CC1)C(=O)NC1=CC(=C(OC[C@H]2N(CCCC2)C(=O)OC(C)(C)C)C=C1)B1OC(C(O1)(C)C)(C)C Tert-butyl (2S)-2-[[4-(cyclopropanecarbonylamino)-2-(4,4,5,5-tetramethyl-1,3,2-dioxaborolan-2-yl)phenoxy]methyl]piperidine-1-carboxylate